tert-butyl 3-[1-[3,5-dimethoxy-4-(2,2,2-trifluoroethylcarbamoyl)phenyl]benzimidazol-5-yl]piperidine-1-carboxylate COC=1C=C(C=C(C1C(NCC(F)(F)F)=O)OC)N1C=NC2=C1C=CC(=C2)C2CN(CCC2)C(=O)OC(C)(C)C